ClC1=C2C(=NC=C1)NN=C2 4-chloro-1H-pyrazolo[3,4-b]pyridin